N-(4-AMINO-3,4-DIOXO-1-PHENYLBUTAN-2-YL)-3-BROMO-5-CHLORO-1-METHYL-1H-PYRAZOLE-4-CARBOXAMIDE NC(C(C(CC1=CC=CC=C1)NC(=O)C=1C(=NN(C1Cl)C)Br)=O)=O